C(CCCCCCCCCCCCCCCCCCCCCCCCC)(=O)OCCC propyl cerotate